3,4-dichlorophenyl-carbodiimide ClC=1C=C(C=CC1Cl)N=C=N